2-Bromooctanal BrC(C=O)CCCCCC